2-(3-Fluoro-2-(methoxycarbonyl)pyridin-4-yl)-2-oxoethyl (3R,8aS)-7-(3-chloro-6-(4-chloro-1H-1,2,3-triazol-1-yl)-2-fluorophenyl)-5-oxo-1,2,3,5,8,8a-hexahydroindolizine-3-carboxylate ClC=1C(=C(C(=CC1)N1N=NC(=C1)Cl)C1=CC(N2[C@H](CC[C@H]2C1)C(=O)OCC(=O)C1=C(C(=NC=C1)C(=O)OC)F)=O)F